4-Chloro-1,5-naphthyridine ClC1=CC=NC2=CC=CN=C12